t-butyl (S)-6-((4-methylpiperazin-1-yl) methyl)-8-((tetrahydrofuran-3-yl) amino)-3,4-dihydroisoquinoline-2(1H)-carboxylate CN1CCN(CC1)CC=1C=C2CCN(CC2=C(C1)N[C@@H]1COCC1)C(=O)OC(C)(C)C